methyl tetralin-1-carboxylate C1(CCCC2=CC=CC=C12)C(=O)OC